COC(=O)C=1C(=CN(C(C1)=O)C=1OC(=NN1)C)C1=CC(=NC=C1OC)C(F)F 2'-(Difluoromethyl)-5'-methoxy-1-(5-methyl-1,3,4-oxadiazole-2-yl)-6-oxo-1,6-dihydro-[3,4'-bipyridine]-4-carboxylic acid methyl ester